[N+](=O)([O-])C(S(=O)(=O)O)C1=C(C=C(C=C1)C1=CC=CC=C1)C(=O)N1CCN(CC1)CC1=CC(=CC=C1)C(F)(F)F.O1C(OCC1)C1CCN(CC1)C=1C=C(N)C=CC1 3-[4-(1,3-Dioxolan-2-yl)piperidin-1-yl]aniline Nitro-3-(4-(3-(trifluoromethyl)benzyl)piperazine-1-carbonyl)-[1,1'-biphenyl]-4-ylmethanesulfonate